3-[6-({4-[2-amino-6-(2,5-difluorophenyl)-4-pyrimidinyl]-1H-1,2,3-triazol-1-yl}methyl)-2-pyridinyl]-3-methylbutanoic acid NC1=NC(=CC(=N1)C=1N=NN(C1)CC1=CC=CC(=N1)C(CC(=O)O)(C)C)C1=C(C=CC(=C1)F)F